ClC1=CC(=C(C=C1Cl)C(C1CC2CCC(C1)N2C(=O)OC(C)(C)C)=NS(=O)C(C)(C)C)OCC=C tert-butyl 3-[[4,5-dichloro-2-(prop-2-en-1-yloxy)phenyl][(2-methylpropane-2-sulfinyl)imino]methyl]-8-azabicyclo[3.2.1]octane-8-carboxylate